tert-butyl (1-(1-(4,4,5,5-tetramethyl-1,3,2-dioxaborolan-2-yl)ethyl)-1H-pyrazol-4-yl)carbamate CC1(OB(OC1(C)C)C(C)N1N=CC(=C1)NC(OC(C)(C)C)=O)C